C(C)(=O)N1C(N(CC1)C=1C(=C(C=C(C1)F)C1=CC(=CC=C1)Cl)O)=O (3-acetyl-2-oxoimidazolidin-1-yl)-3'-chloro-5-fluoro-2-hydroxy-[1,1'-biphenyl]